C1=CC=CC=2C3=CC=CC=C3C(C12)COC(=O)NCC1CC(N(C1)C(=O)OCCCC)C(NC1=NC(=CC=C1)Br)=O butyl 4-(((((9H-fluoren-9-yl)methoxy)carbonyl)amino)methyl)-2-((6-bromopyridin-2-yl)carbamoyl)pyrrolidine-1-carboxylate